(2R,4aR)-10,11-dichloro-8-(2-isopropyl-4-(methylthio)pyridin-3-yl)-2-methyl-5,7-dioxo-1,2,4,4a,5,6,7,8-octahydro-3H-pyrazino[1',2':4,5]pyrazino[2,3-c][1,8]Naphthyridine-3-carboxylate ClC=1C(=CC=2C3=C(C(N(C2N1)C=1C(=NC=CC1SC)C(C)C)=O)NC([C@@H]1N3C[C@H](N(C1)C(=O)[O-])C)=O)Cl